(Z)-2-(4-(1-cyano-2-(4-methoxyphenyl)vinyl)phenyl)-N-isobutylaminobenzofuran-3-carboxamide C(#N)\C(=C/C1=CC=C(C=C1)OC)\C1=CC=C(C=C1)C=1OC2=C(C1C(=O)NNCC(C)C)C=CC=C2